triethylmorpholine C(C)C1(N(CCOC1)CC)CC